C(CCCCCC)C(C(=O)O[C@@H]1CC2(C[C@H]1OC(C(CCCCCCC)CCCCCCC)=O)CCN(CC2)CCCCO[Si](C)(C)C(C)(C)C)CCCCCCC |r| rac-(2R,3R)-8-(4-((tert-butyldimethylsilyl)oxy)butyl)-8-azaspiro[4.5]decane-2,3-diyl bis(2-heptylnonanoate)